2-(4-((4-Aminophenyl)sulfonyl)piperazin-1-yl)-6-methylpyrimidine-4-carbonitrile NC1=CC=C(C=C1)S(=O)(=O)N1CCN(CC1)C1=NC(=CC(=N1)C#N)C